CN1CCC(CC1)C(=O)C1=CC=CC(=N1)NC(C1=CC=NC=C1)=O N-[6-(1-Methyl-piperidine-4-carbonyl)-pyridin-2-yl]-isonicotinamide